(4-(hydroxymethyl)phenyl)-3-(6-phenylimidazo[1,5-a]pyridin-5-yl)urea OCC1=CC=C(C=C1)NC(=O)NC1=C(C=CC=2N1C=NC2)C2=CC=CC=C2